OC1CN(CC1)C=1C=C2C=NN(C2=CC1)CC1CCNCC1 5-(3-hydroxypyrrolidin-1-yl)-1-(piperidin-4-ylmethyl)-1H-indazol